FC(OC=1C(=C(C=CC1)CNC(=O)NC12CC(C1)(C2)C(F)(F)F)F)(F)F 1-[[3-(trifluoromethoxy)-2-fluorophenyl]methyl]-3-[3-(trifluoromethyl)-1-bicyclo[1.1.1]pentanyl]urea